But-2-ynohydrazide C(C#CC)(=O)NN